2-((7-(1-(azetidin-3-yl)-6-chloro-1,2,3,4-tetrahydroquinolin-8-yl)thieno[3,2-b]pyridin-2-yl)methyl)-5-(4-fluorophenoxy)pyridazin-3(2H)-one, formic acid salt C(=O)O.N1CC(C1)N1CCCC2=CC(=CC(=C12)C1=C2C(=NC=C1)C=C(S2)CN2N=CC(=CC2=O)OC2=CC=C(C=C2)F)Cl